(1,1'-bis(diphenylphosphino)-ferrocene) palladium dichloride [Pd](Cl)Cl.C1(=CC=CC=C1)P([C-]1C=CC=C1)C1=CC=CC=C1.[C-]1(C=CC=C1)P(C1=CC=CC=C1)C1=CC=CC=C1.[Fe+2]